N1N=CC=2N=NC=CC21 1H-pyrazolo[4,3-c]pyridazin